N,N-diphenylmethyl-ethylenediamine C1(=CC=CC=C1)CN(CCN)CC1=CC=CC=C1